7-isocyanato-2,3-dihydrobenzofuran N(=C=O)C1=CC=CC=2CCOC21